FC(C(=O)O)(F)F.OC(C(=O)N)C(CC1=CC=CC=C1)N1C(=NC2=C1C=CC=C2)C=2C=CC=C1C=CC=NC21 2-hydroxy-4-phenyl-3-(2-(quinolin-8-yl)-1H-benzo[d]imidazol-1-yl)butanamide trifluoroacetate